CC1=CC(OC2=CC(=C(C=C12)C)O)=O 4,6-dimethyl-7-hydroxycoumarin